Methamidophos O=P(SC)(N)OC